C(CCCCCCC)C(C(=O)[O-])(C(=O)[O-])CCCCCCCC.[K+].[Li+] lithium potassium 2,2-dioctylmalonate